OCCOC=1C=C2C=CC(=CC2=CC1)C1=CC=CC=2C3=CC=CC=C3CC12 (6-(2-hydroxyeth-oxy)-2-naphthyl)fluorene